(Z)-ethyl 2-azido-3-(3-methoxy-4-(trifluoromethoxy)phenyl)acrylate N(=[N+]=[N-])\C(\C(=O)OCC)=C/C1=CC(=C(C=C1)OC(F)(F)F)OC